(1S,2R,4R,6S)-4-((6-(5-((((cyclobutylmethyl)(methyl)carbamoyl)oxy)methyl)-1-methyl-1H-1,2,3-triazol-4-yl)-2-methylpyridin-3-yl)oxy)bicyclo[4.1.0]heptane-2-carboxylic Acid C1(CCC1)CN(C(=O)OCC1=C(N=NN1C)C1=CC=C(C(=N1)C)O[C@H]1C[C@H]([C@H]2C[C@H]2C1)C(=O)O)C